C(=O)(O)CCCCC[N+]1=C(CC2=CC(=CC=C12)S(=O)(=O)[O-])\C=C\C=C\C=C\C=C\1/N(C2=CC=C(C=C2C1)S(=O)(=O)O)CC.BrC=1C=C(CNC(C(C)C)=O)C=CC1C N-(3-bromo-4-methylbenzyl)isobutyramide 1-(5-carboxypentyl)-2-[(1E,3E,5E,7Z)-7-(1-ethyl-5-sulfo-1,3-dihydro-2H-indol-2-ylidene)hepta-1,3,5-trien-1-yl]-3H-indolium-5-sulfonate